4-[6-(2-cyano-1,1-dimethyl-ethyl)-5-(4-fluorophenyl)-1H-pyrrolo[2,3-f]benzotriazol-7-yl]benzoic acid C(#N)CC(C)(C)C1=C(C=2C(=CC3=C(NN=N3)C2)N1C1=CC=C(C=C1)F)C1=CC=C(C(=O)O)C=C1